N-((3S,10R,13S)-17-(4-methyl-1H-imidazol-1-yl)-10,13-dimethyl-2,3,4,7,8,9,10,11,12,13,14,15-dodecahydro-1H-cyclopenta[a]phenanthren-3-yl)-2,4-difluorobenzamide methanesulfonate CS(=O)(=O)O.CC=1N=CN(C1)C1=CCC2C3CC=C4C[C@H](CC[C@@]4(C3CC[C@]12C)C)NC(C1=C(C=C(C=C1)F)F)=O